2,4,6-tris(4-hydroxy-3,5-di-tert-butylbenzyl)-1,3,5-trimethylbenzene OC1=C(C=C(CC2=C(C(=C(C(=C2C)CC2=CC(=C(C(=C2)C(C)(C)C)O)C(C)(C)C)C)CC2=CC(=C(C(=C2)C(C)(C)C)O)C(C)(C)C)C)C=C1C(C)(C)C)C(C)(C)C